isothiocyanatomethyl-(methylthio)sulfonium tetrafluoroborate F[B-](F)(F)F.N(=C=S)C[SH+]SC